1-(3'-([2,3'-bipyridin]-4-yl)-3-chloro-5'-fluoro-2'-methoxy-[1,1'-biphenyl]-4-yl)-3-methyl-1H-imidazol-2(3H)-one N1=C(C=C(C=C1)C=1C(=C(C=C(C1)F)C1=CC(=C(C=C1)N1C(N(C=C1)C)=O)Cl)OC)C=1C=NC=CC1